C(C=C)(=O)N1C[C@@H](N(C[C@H]1C)C=1C2=C(N(C(N1)=O)C=1C(=NC=CC1SC)C(C)C)N=C(C(=C2)Cl)C2=C(C(=CC(=C2F)Cl)F)N)C 4-((2s,5r)-4-propenoyl-2,5-dimethylpiperazin-1-yl)-7-(2-amino-5-chloro-3,6-difluorophenyl)-6-chloro-1-(2-isopropyl-4-(methylsulfanyl)pyridin-3-yl)pyrido[2,3-d]pyrimidin-2(1H)-one